1-(3,4-dimethyl-2-(p-tolyl)-2H-pyrazolo[3,4-d]pyridazin-7-yl)-N-(2-morpholinoethyl)piperidine-3-carboxamide CC=1N(N=C2C(=NN=C(C21)C)N2CC(CCC2)C(=O)NCCN2CCOCC2)C2=CC=C(C=C2)C